C(C)(C)(C)C=1C=C(C=C(C1O)C(C)(C)C)CCC(=O)OCC(COC(CCC1=CC(=C(C(=C1)C(C)(C)C)O)C(C)(C)C)=O)(COC(CCC1=CC(=C(C(=C1)C(C)(C)C)O)C(C)(C)C)=O)COC(CCC1=CC(=C(C(=C1)C(C)(C)C)O)C(C)(C)C)=O pentaerythritol tetrakis(3-(3,5-di-t-butyl-4-hydroxy-phenyl) propionate)